2-(5-(4-fluoro-2-(4-isopropylpyrimidin-5-yl)phenoxy)pyrimidin-4-yl)-N-(4-fluorobenzyl)-5-oxa-2-azaspiro[3.4]octan-7-amine FC1=CC(=C(OC=2C(=NC=NC2)N2CC3(C2)OCC(C3)NCC3=CC=C(C=C3)F)C=C1)C=1C(=NC=NC1)C(C)C